(2-(1H-indol-3-yl)-1H-imidazol-4-yl)(3,4,5-trimethoxyphenyl)methanone N1C=C(C2=CC=CC=C12)C=1NC=C(N1)C(=O)C1=CC(=C(C(=C1)OC)OC)OC